dibenzo[i,k]Phenanthridin-5-yl-diphenyl-phosphine oxide C1=CC=CC2=C3C(=C4C=NC=5C=CC=CC5C4=C21)C=CC=C3P(C3=CC=CC=C3)(C3=CC=CC=C3)=O